ClC=1C=C(NC2(CCC3(N(CC4=CC=CC=C34)CCCOC3=CC=CC=C3)CC2)C(=O)N)C=CC1 (1s,4s)-4-(3-Chloroanilino)-2'-(3-phenoxypropyl)-2',3'-dihydrospiro[cyclohexane-1,1'-isoindole]-4-carboxamide